methyl 3-(3-bromo-2-thienyl)-2-[tert-butoxycarbonyl-[(2,4-dimethoxyphenyl)methyl]amino]propanoate BrC1=C(SC=C1)CC(C(=O)OC)N(CC1=C(C=C(C=C1)OC)OC)C(=O)OC(C)(C)C